(E)-4-(3-((4-(diethylamino)benzylidene)amino)-7-(pyridin-4-yl)imidazo[1,2-a]pyridin-2-yl)-N,N-diethylaniline C(C)N(C1=CC=C(\C=N\C2=C(N=C3N2C=CC(=C3)C3=CC=NC=C3)C3=CC=C(N(CC)CC)C=C3)C=C1)CC